C(C)(C)(C)OC(=O)C1CC(=NN1C1=CC=C(C=C1)OC(F)(F)F)C1=CC=C(C=C1)Cl 3-(4-chlorophenyl)-1-(4-trifluoromethoxyphenyl)-4,5-dihydro-1H-pyrazole-5-carboxylic acid tert-butyl ester